Ethyl (R)-1-(2-((tert-butoxycarbonyl)amino)pyrimidin-4-yl)piperidine-3-carboxylate C(C)(C)(C)OC(=O)NC1=NC=CC(=N1)N1C[C@@H](CCC1)C(=O)OCC